COC(CCC1=C(C(=C(C(=C1)Cl)CO[Si](C)(C)C(C)(C)C)Cl)F)=O 3-(4-(((tert-butyldimethylsilyl)oxy)methyl)-3,5-dichloro-2-fluorophenyl)propionic acid methyl ester